C(C)OC(=O)C1=CC=2C(=NC(=CC2)CBr)S1 6-(bromomethyl)thieno[2,3-b]pyridine-2-carboxylic acid ethyl ester